bis(2-{bis(2-thienylmethyl) aminocarbonyloxyethoxy} ethyl)2,6-pyridinedicarboxylate S1C(=CC=C1)CN(C(=O)OCCOCCOC(=O)C1=NC(=CC=C1)C(=O)OCCOCCOC(=O)N(CC=1SC=CC1)CC=1SC=CC1)CC=1SC=CC1